3-[1-(2,6-dichloro-3-fluoro-phenyl)-ethoxy]-5-[4-(2-morpholin-4-yl-ethoxy)-phenyl]-pyrazin-2-ylamine ClC1=C(C(=CC=C1F)Cl)C(C)OC=1C(=NC=C(N1)C1=CC=C(C=C1)OCCN1CCOCC1)N